5-((14-((5-(benzo[4,5]imidazo[1,2-a]pyrimidin-2-yl)pyridin-2-yl)oxy)-3,6,9,12-tetraoxatetradecyl)oxy)-2-(2,6-dioxopiperidin-3-yl)isoindoline-1,3-dione N=1C=2N(C=CC1C=1C=CC(=NC1)OCCOCCOCCOCCOCCOC=1C=C3C(N(C(C3=CC1)=O)C1C(NC(CC1)=O)=O)=O)C1=C(N2)C=CC=C1